(R)-N-(2-(4-ethylpiperazin-1-yl)-5-((6-(3-(4-((3-fluorobenzyl)oxy)phenyl)isoxazolidin-2-yl)pyrimidin-4-yl)amino)-4-methoxyphenyl)acrylamide C(C)N1CCN(CC1)C1=C(C=C(C(=C1)OC)NC1=NC=NC(=C1)N1OCC[C@@H]1C1=CC=C(C=C1)OCC1=CC(=CC=C1)F)NC(C=C)=O